BrC=1C(=C2C(=NC1)N(C[C@]21C[C@H](CC1)N1N=CN=C1N)CC1=CC=C(C=C1)OC)Cl |r| 1-((1RS,3SR)-5'-Bromo-4'-chloro-1'-(4-methoxybenzyl)-1',2'-dihydrospiro[cyclopentane-1,3'-pyrrolo[2,3-b]pyridin]-3-yl)-1H-1,2,4-triazol-5-amine